C(C1=CC=CC=C1)OC1=C(C=NO)C(=CC(=C1)F)C#CC1CCOCC1 2-benzyloxy-4-fluoro-6-(2-tetrahydropyran-4-ylethynyl)benzaldehyde oxime